N[C@@H](CCC(=O)[O-])C(=O)OC#CC propynyl glutamate